ClC1=NN=C(C2=CC=CC=C12)C(C)C1=CC=NC=C1 1-chloro-4-(1-(pyridin-4-yl)ethyl)phthalazine